1,2-Diaminohexan NCC(CCCC)N